C1(CC1)C#C[C@@]1(NC(NC2=CC(=C(C=C12)F)CC1=CC=NC=C1C#N)=O)C(F)(F)F (S)-4-((4-(cyclopropylethynyl)-6-fluoro-2-oxo-4-(trifluoromethyl)-1,2,3,4-tetrahydroquinazolin-7-yl)methyl)nicotinonitrile